4-(benzyloxy)-7-bromo-8-fluoro-2-(((2R,7aS)-2-fluorotetrahydro-1H-pyrrolizin-7a(5H)-yl)methoxy)-6-iodoquinazoline C(C1=CC=CC=C1)OC1=NC(=NC2=C(C(=C(C=C12)I)Br)F)OC[C@]12CCCN2C[C@@H](C1)F